FC1([C@@H]2N(CCN(C1)CC2)C(=O)C=2C1=C(N(N2)C2=CC=C(C=C2)OC)CCOC1)F ((5R)-6,6-difluoro-1,4-diazabicyclo[3.2.2]nonan-4-yl)(1-(4-methoxyphenyl)-1,4,6,7-tetrahydropyrano[4,3-c]pyrazol-3-yl)methanone